4-[3-[2,6-Dichloro-4-(1-methylbenzotriazol-4-yl)benzoyl]-2,4-dihydro-1,3-benzoxazin-8-yl]-5-fluoro-2-(3-oxa-8-azabicyclo[3.2.1]octan-8-yl)benzoic acid ClC1=C(C(=O)N2COC3=C(C2)C=CC=C3C3=CC(=C(C(=O)O)C=C3F)N3C2COCC3CC2)C(=CC(=C1)C1=CC=CC=2N(N=NC21)C)Cl